N-(2-((1R,5S)-3-(7-(3-hydroxynaphthalen-1-yl)-2-((tetrahydro-1H-pyrrolizin-7a(5H)-yl)methoxy)quinazolin-4-yl)-3,8-diazabicyclo[3.2.1]octan-8-yl)-2-oxoethyl)acetamide OC=1C=C(C2=CC=CC=C2C1)C1=CC=C2C(=NC(=NC2=C1)OCC12CCCN2CCC1)N1C[C@H]2CC[C@@H](C1)N2C(CNC(C)=O)=O